ClC1=CC=C(OC2=CC(=C(C=C2)C2(OC2)C(=O)[O-])F)C=C1 4-(4-chlorophenoxy)-2-(fluorophenyl)oxirane-2-carboxylate